O[C@H](COS(=O)(=O)[O-])[C@H]([C@@H]([C@H](C(=O)NCCCCCCCCCCC)O)O)O.[Na+].CC1=C2C(=NN=CC2=CC=C1)NC1CN(CCC1)C 5-methyl-4-((1-methylpiperidin-3-yl)amino)phthalazine sodium (2R,3R,4S,5R)-2,3,4,5-tetrahydroxy-6-(undecylamino)-6-oxohexyl-sulfate